[N+](=O)([O-])C=1C=C(C=CC1NCC1CCOCC1)S(=O)(=O)[N-]CC1=CC=CC=C1 (3-nitro-4-(((tetrahydro-2H-pyran-4-yl)methyl)amino)benzenesulfonyl)phenylmethylAmide